FC1=CC(=C(C=C1)C1=CC(=CC=C1)C=1OC2=C(N1)C=C(C=C2C(F)(F)F)CNCC2(CCC2)O)C2=NN=CN2C 1-((((2-(4'-Fluoro-2'-(4-methyl-4H-1,2,4-triazol-3-yl)-[1,1'-biphenyl]-3-yl)-7-(trifluoromethyl)benzo[d]oxazol-5-yl)methyl)amino)methyl)cyclobutan-1-ol